FC1(CCN(CC1)CCCCCCCCNC1=CC=C(C=C1)C1C(NC(CC1)=O)=O)F 3-(4-((8-(4,4-difluoropiperidin-1-yl)octyl)amino)phenyl)piperidine-2,6-dione